(4R)-4-(6-bromo-2-pyridyl)-4-triethylsilyloxy-pentanal BrC1=CC=CC(=N1)[C@](CCC=O)(C)O[Si](CC)(CC)CC